Cl.ClC=1C=C(C=CC1C(=O)N1CCNCC1)NC(=O)C=1N(C(=CN1)C1=CC(=C(C=C1)C=1C(=NN(C1)CCOC)C)F)C N-[3-chloro-4-(piperazine-1-carbonyl)phenyl]-5-[3-fluoro-4-[1-(2-methoxyethyl)-3-methyl-pyrazol-4-yl]phenyl]-1-methyl-imidazole-2-carboxamide hydrochloride